C(C)(C)N1CCC(CC1)CN1C(=NC2=C1CNC2)C=2C=C1C=NNC1=CC2 5-(((1-isopropylpiperidin-4-yl)methyl)-1,4,5,6-tetrahydropyrrolo[3,4-d]imidazol-2-yl)-1H-indazole